rel-N-(1-cyanocyclopropyl)-8-((3S,5R)-3-((difluoromethoxy)methyl)-5-methylpiperazin-1-yl)-3-(5-(difluoromethyl)-1,3,4-thiadiazol-2-yl)imidazo[1,5-a]pyridine-6-sulfonamide C(#N)C1(CC1)NS(=O)(=O)C=1C=C(C=2N(C1)C(=NC2)C=2SC(=NN2)C(F)F)N2C[C@H](N[C@@H](C2)C)COC(F)F |o1:28,30|